1,2-bis(4-bromophenyl)-1,2-diphenylethylene BrC1=CC=C(C=C1)C(=C(C1=CC=CC=C1)C1=CC=C(C=C1)Br)C1=CC=CC=C1